ClC1=CC=C(CN[C@H]2C[C@H](CC2)C#N)C=C1 (1S,3R)-3-((4-chlorobenzyl)amino)cyclopentane-1-carbonitrile